C(CCNC([C@H](O)C(C)(C)CO)=O)(=O)[O-] |r| DL-pantothenate